tert-butyl ((R)-(3-chlorophenyl)((R)-6,6-dimethylpiperidin-2-yl)methyl) carbonate C(OC(C)(C)C)(O[C@@H]([C@@H]1NC(CCC1)(C)C)C1=CC(=CC=C1)Cl)=O